FC1=CC=C(C=C1)C=1N=C(C2=C(C=NNC2=O)N1)NC1=CC=C(C=C1)N1CCC2(CC2)CC1 6-(4-((2-(4-Fluorophenyl)-5-oxo-5,6-dihydropyrimido[4,5-d]pyridazin-4-yl)amino)phenyl)-6-azaspiro[2.5]octan